1-{[2-(trimethylsilyl)ethoxy]methyl}indazole-4-carboxylate C[Si](CCOCN1N=CC=2C(=CC=CC12)C(=O)[O-])(C)C